O1CCOC12CCC(CC2)C(C)NC(OCC2=CC=CC=C2)=O benzyl (1-(1,4-dioxaspiro[4.5]decan-8-yl)ethyl)carbamate